NC1=C(CCNC=2C=C(C(=O)NC3=CC=C(C=C3)S(NC3=CC=CC=C3)(=O)=O)C=CC2)C=CC=C1 3-((2-aminophenethyl)amino)-N-(4-(N-phenylsulfamoyl)phenyl)benzamide